2-azido-6-(dibenzylamino)cyclohexan-1-ol N(=[N+]=[N-])C1C(C(CCC1)N(CC1=CC=CC=C1)CC1=CC=CC=C1)O